BrC=1C=C(C=C(C1)NCCO)NC(=O)NC1=C(C(=CC=C1)Br)CO 1-[3-bromo-5-(2-hydroxyethylamino)phenyl]-3-(3-bromo-2-hydroxymethylphenyl)urea